ClC1=C(C=CC(=C1)Cl)N1N=CC=C1C 1-(2,4-Dichlorophenyl)-5-methylpyrazol